2-Amino-1-(Oxazol-3-yl)ethan-1-ol NCC(O)N1COC=C1